C(C)(C)(C)OC(=O)N1CCN(CCC1)C=1C=2N(C=C(C1)C=1C=NN(C1)C)N=CC2C#N 4-(3-cyano-6-(1-methyl-1H-pyrazol-4-yl)pyrazolo[1,5-a]Pyridin-4-yl)-1,4-diazepan-1-carboxylic acid tert-butyl ester